manganese tetradecenoate C(C=CCCCCCCCCCCC)(=O)[O-].[Mn+2].C(C=CCCCCCCCCCCC)(=O)[O-]